FC=1C(=C(C=CC1)NC(\C=C\C1=CC=C2C(C(NC2=C1)=O)C)=O)C (E)-N-(3-fluoro-2-methylphenyl)-3-(3-methyl-2-oxoindolin-6-yl)acrylamide